ClC1=C2C(=C(NC2=CC=C1F)C(=O)N1CCN(CC1)C(CN(C)C)=O)F 1-(4-(4-chloro-3,5-difluoro-1H-indole-2-carbonyl)piperazin-1-yl)-2-(dimethylamino)ethan-1-one